4,4'-dichloro-2,2'-diaminobiphenyl Tert-butyl-(2S,5S)-5-(((tert-butyldiphenylsilyl)oxy)methyl)-2-((2-(4-chloro-2-methoxyphenyl)propan-2-yl)carbamoyl)morpholine-4-carboxylate C(C)(C)(C)OC(=O)N1C[C@H](OC[C@H]1CO[Si](C1=CC=CC=C1)(C1=CC=CC=C1)C(C)(C)C)C(NC(C)(C)C1=C(C=C(C=C1)Cl)OC)=O.ClC1=CC(=C(C=C1)C1=C(C=C(C=C1)Cl)N)N